methyl 3-((6-(4-methoxy-5H-pyrrolo[3,2-d]pyrimidin-5-yl)-2-methyl-1H-imidazo[4,5-b]pyridin-1-yl)methyl)benzoate COC=1C2=C(N=CN1)C=CN2C=2C=C1C(=NC2)N=C(N1CC=1C=C(C(=O)OC)C=CC1)C